C(C)(C)(C)C=1C=C2C(=NNC2=CC1Cl)NCC=1N(C(=C(N1)Cl)C(=O)N(C1CNCC1)C)C 2-(((5-(tert-butyl)-6-chloro-1H-indazol-3-yl)amino)methyl)-4-chloro-N,1-dimethyl-N-(pyrrolidin-3-yl)-1H-imidazole-5-carboxamide